FC(CN1C(=NC2=C1C=C(C=C2F)C=2C(=CN1N=C(N=C(C12)OC)N[C@H]1[C@H](CN(CC1)C1(COC1)[2H])F)F)C)F 5-(1-(2,2-difluoroethyl)-4-fluoro-2-methyl-1H-benzo[d]imidazol-6-yl)-6-fluoro-N-((3S,4R)-3-fluoro-1-(oxetan-3-yl-3-d)piperidin-4-yl)-4-methoxypyrrolo[2,1-f][1,2,4]triazin-2-amine